gamma-(N-butyl)aminopropyl-trimethoxysilane C(CCC)NCCC[Si](OC)(OC)OC